N1C=C(C2=CC=CC=C12)CC(CCCC)C1=C(SC2=C1C(=NC(=C2)N2CCN(CC2)C)C)C(=O)N (1-(1H-indol-3-yl)hexan-2-yl)-4-methyl-6-(4-methylpiperazin-1-yl)thieno[3,2-c]pyridine-2-carboxamide